Methyl 2-(4-((6-((4-chloro-2-fluorophenoxy) methyl) pyridin-2-yl) oxy) benzyl)-1-((1-ethyl-1H-imidazol-5-yl) methyl)-1H-benzo[d]imidazole-6-carboxylate ClC1=CC(=C(OCC2=CC=CC(=N2)OC2=CC=C(CC3=NC4=C(N3CC3=CN=CN3CC)C=C(C=C4)C(=O)OC)C=C2)C=C1)F